NC1=NN2C(N=CC=C2)=C1C(=O)NC(C)C=1N(S(C2=C(N1)C=CC=C2C#CC=2C=NN(C2)C)(=O)=O)C2=CC=CC=C2 2-amino-N-(1-(8-((1-methyl-1H-pyrazol-4-yl)ethynyl)-1,1-dioxo-2-phenyl-2H-benzo[e][1,2,4]thiadiazin-3-yl)ethyl)pyrazolo[1,5-a]pyrimidine-3-carboxamide